5-bromo-4-fluorobenzo[d]isothiazol-3(2H)-one 1,1-dioxide BrC=1C=CC2=C(C(NS2(=O)=O)=O)C1F